(R)-5-Carbamoylpyridin-3-yl-4-(2-chloro-3-(trifluoromethyl)benzyl)-2-methylpiperazine-1-carboxylate C(N)(=O)C=1C=C(C=NC1)OC(=O)N1[C@@H](CN(CC1)CC1=C(C(=CC=C1)C(F)(F)F)Cl)C